NC1=CC(=C(C=C1)C1=CN=C(S1)[C@@H]1CC[C@H](CC1)NC(OC(C)C)=O)S(NC(CO[Si](C)(C)C(C)(C)C)(C)C)(=O)=O trans-isopropyl N-[4-[5-[4-amino-2-[[2-[tert-butyl(dimethyl)silyl]oxy-1,1-dimethyl-ethyl]sulfamoyl]phenyl]thiazol-2-yl]cyclohexyl]carbamate